CON(C(=O)[C@@H]1CC[C@H](CO1)NC(OC(C)(C)C)=O)C tert-butyl {(3R,6S)-6-[methoxy(methyl)carbamoyl]oxan-3-yl}carbamate